(S)-5-(1-(6-(1-amino-1,3-dihydrospiro[indene-2,4'-piperidin]-1'-yl)-4-oxo-4,5-dihydro-1H-pyrazolo[3,4-d]pyrimidin-3-yl)cyclopropyl)-1,3,4-thiadiazole-2-carbonitrile N[C@@H]1C2=CC=CC=C2CC12CCN(CC2)C=2NC(C1=C(N2)NN=C1C1(CC1)C1=NN=C(S1)C#N)=O